CP(=O)(C)C1=C2N=CC=NC2=CC=C1NC=1C2=C(N=C(N1)NC=1C(=CC(=C(C1)NC(CC)=O)N1CCN(CC1)C)OC)NC=C2 N-(5-((4-((5-(dimethyl-phosphoryl)quinoxalin-6-yl)amino)-7H-pyrrolo[2,3-d]pyrimidin-2-yl)amino)-4-methoxy-2-(4-methylpiperazin-1-yl)phenyl)propionamide